N1(CCCCCC1)C(=O)C1=CC2=C(C=N1)C=NN2 Azepan-1-yl-(1H-pyrazolo[4,3-C]pyridin-6-yl)methanone